NC=1OC=2CC(CC(C2C(C1C#N)C1=CC=CC=C1)=O)(C)C 2-amino-7,7-dimethyl-5-oxo-4-phenyl-5,6,7,8-tetrahydro-4H-chromene-3-carbonitrile